7-chloro-1-(3-hydroxy-2-methylphenyl)-1,3-dihydroquinazolin-2,4-dione ClC1=CC=C2C(NC(N(C2=C1)C1=C(C(=CC=C1)O)C)=O)=O